NC=1C2=C(N=CN1)N(C1=C2C=C(C(=N1)C)C)C=1C(=C(C=CC1C)O)C (4-Amino-6,7-dimethyl-9H-pyrido[3',2':4,5]pyrrolo[2,3-d]pyrimidin-9-yl)-2,4-dimethylphenol